[Li].[Li].OC=1C(C=C(C(C1)=O)O)=O 2,5-dihydroxybenzoquinone, dilithium salt